OC[C@H](C1=CC=CC=C1)NC1=NC(=NC=C1C(=O)O)NC=1C=C2C(OC(C2=CC1)OC)(C)C 4-(((S)-2-hydroxy-1-phenylethyl)amino)-2-((1-methoxy-3,3-dimethyl-1,3-dihydroisobenzofuran-5-yl)amino)pyrimidine-5-carboxylic acid